methyl-3(E)-(4-bromophenyl)acrylate COC(\C=C\C1=CC=C(C=C1)Br)=O